6-(2-((4-fluoro-3-(4-isopropylpiperazin-1-yl)phenyl)amino)pyrimidin-4-yl)-4,4-dimethyl-3,4-dihydroisoquinolin-1(2H)-one FC1=C(C=C(C=C1)NC1=NC=CC(=N1)C=1C=C2C(CNC(C2=CC1)=O)(C)C)N1CCN(CC1)C(C)C